BrC1=NN(C2=C1C=NC(=C2)C(=O)N2CCOCCC2)CC#N 2-[3-bromo-6-(1,4-oxaazepane-4-carbonyl)pyrazolo[4,3-c]Pyridin-1-yl]Acetonitrile